N-(2-{8-[(2-cyano-2-methylideneethyl)amino]-7-methoxynaphthalen-2-yl}pyridin-4-yl)propanamide C(#N)C(CNC=1C(=CC=C2C=CC(=CC12)C1=NC=CC(=C1)NC(CC)=O)OC)=C